1,2'-bis(trifluoromethyl)diaminobiphenyl FC(C1(C(C(=CC=C1)N)N)C1=C(C=CC=C1)C(F)(F)F)(F)F